Cl.Cl.BrC1=C([Se]C=2C1=CC=C1C=C(C(OC21)=O)C(=O)OC([2H])([2H])[2H])CN2CCN(CC2)C Methyl-d3 7-bromo-8-((4-methylpiperazin-1-yl)methyl)-2-oxo-2H-selenopheno[3,2-h]chromene-3-carboxylate dihydrochloride